8-chloro-1-(4,4-difluoro-1-methylpyrrolidin-3-yl)-2-[(1-methyl-1H-1,2,4-triazol-3-yl)methyl]-1H-imidazo[4,5-c]quinoline ClC1=CC=2C3=C(C=NC2C=C1)N=C(N3C3CN(CC3(F)F)C)CC3=NN(C=N3)C